1-[4-fluoro-2-(3-methoxycyclobutoxy)phenyl]pyrazolo[3,4-d]pyrimidin-4-ol FC1=CC(=C(C=C1)N1N=CC=2C1=NC=NC2O)OC2CC(C2)OC